C(C)(C)(C)OC(=O)N1CC(C(=CC1)OS(=O)(=O)C(F)(F)F)(F)F 3,3-difluoro-4-(((trifluoromethyl)sulfonyl)oxy)-3,6-dihydropyridine-1(2H)-carboxylic acid tert-butyl ester